1-eicosyl-2-(8Z,11Z,14Z-eicosatrienoyl)-glycero-3-phospho-(1'-sn-glycerol) CCCCCCCCCCCCCCCCCCCCOC[C@H](COP(=O)(O)OC[C@H](CO)O)OC(=O)CCCCCC/C=C\C/C=C\C/C=C\CCCCC